Methyl 5-fluoro-4-(1-(trifluoromethyl)cyclopropyl)pyrimidine-2-carboxylate FC=1C(=NC(=NC1)C(=O)OC)C1(CC1)C(F)(F)F